C1N(CC12CCNCC2)C(=O)C2(CCN(CC2)C=2C=C(N=NC2)C2=C(C=CC=C2)O)C2=CC=CC=C2 2-[5-(4-{2,7-diazaspiro[3.5]nonane-2-carbonyl}-4-phenylpiperidin-1-yl)pyridazin-3-yl]phenol